FC1=C(C=C(C=C1)N(C(=O)C1=CC2=C(N=CN2)C(=C1)C)CCOC)OC N-(4-fluoro-3-methoxy-phenyl)-N-(2-methoxyethyl)-7-methyl-3H-benzimidazole-5-carboxamide